(trans)-2-[[2-[(1-hydroxy-3,3-dimethyl-2,1-benzoxaborole-5-yl)amino]-5-methyl-pyrimidin-4-yl]amino]cyclohexanecarbonitrile hydrochloride Cl.OB1OC(C2=C1C=CC(=C2)NC2=NC=C(C(=N2)N[C@H]2[C@@H](CCCC2)C#N)C)(C)C